ClC=1C=C2C(C(N(C2=CC1C(=O)OC)C)=O)(C)CCOC methyl 5-chloro-3-(2-methoxyethyl)-1,3-dimethyl-2-oxoindoline-6-carboxylate